C(C#C)OCCOCC(C(=O)OC)=C methyl 2-(2-prop-2-ynoxyethoxymethyl)prop-2-enoate